ClC(C1=NC(=NO1)C1=CC=C(C=C1)P(NC1=CC(=CC(=C1)F)F)(=O)C)(F)F P-(4-(5-(chlorodifluoromethyl)-1,2,4-oxadiazol-3-yl)phenyl)-N-(3,5-difluorophenyl)-P-methylphosphinic amide